8-(2-oxa-7-azaspiro[3.5]nonan-7-yl)pyrido[4,3-d]pyrimidin-7(6H)-one C1OCC12CCN(CC2)C=2C(NC=C1C2N=CN=C1)=O